C(CC)OCCCCCCCCN=C=O propoxyoctyl isocyanate